O1COCC2=C1C=CC(=C2)C(N2CCN(CC2)C(=O)OC=2C=C1CCCC1=CC2)C2=CC1=C(OCOC1)C=C2 2,3-dihydro-1H-inden-5-yl 4-(bis(4H-benzo[d][1,3]dioxin-6-yl)methyl)piperazine-1-carboxylate